(3R)-3-{[2-(pyrazin-2-yl)[1,2,4]triazolo[1,5-c]quinazolin-5-yl]amino}azepin-2-one N1=C(C=NC=C1)C1=NN2C(=NC=3C=CC=CC3C2=N1)NC=1C(N=CC=CC1)=O